CC1=NC(=CC=C1NCC1CCC(CC1)NC(=O)C1CNC(C1)=O)N1CCC(CC1)C(F)(F)F N-((1r,4r)-4-(((2-methyl-6-(4-(trifluoromethyl)piperidin-1-yl)pyridin-3-yl)amino)methyl)cyclohexyl)-5-oxopyrrolidine-3-carboxamide